COCOC1=C(C=CC=C1)C1=CC(=C(N=N1)N)N1CC2CCC(C1)N2C2=CC(=NC=C2)OCCN2CCNCC2 6-[2-(methoxymethyloxy)phenyl]-4-(8-[2-[2-(piperazin-1-yl)ethoxy]pyridin-4-yl]-3,8-diazabicyclo[3.2.1]octan-3-yl)pyridazin-3-amine